ClC=1C=NC(=NC1)N1CCN(CC1)C(C(COC[C@H](C)NC1=C(C(N(N=C1)CC1=CC=C(C=C1)OC)=O)C(F)(F)F)O)=O 5-(((2S)-1-(3-(4-(5-chloropyrimidin-2-yl)piperazin-1-yl)-2-hydroxy-3-oxopropoxy)propan-2-yl)amino)-2-(4-methoxybenzyl)-4-(trifluoromethyl)pyridazin-3(2H)-one